3-(7-carbamoyl-5-fluoro-2-methyl-1H-indol-4-yl)piperidine-1-carboxylic acid tert-butyl ester C(C)(C)(C)OC(=O)N1CC(CCC1)C1=C2C=C(NC2=C(C=C1F)C(N)=O)C